N-(2-Furylmethyl)acetamide O1C(=CC=C1)CNC(C)=O